3-(2,4-dibromothiazole-5-carbonyl)-1-((2-(trimethylsilyl)ethoxy)methyl)-1H-pyrazole-5-carbonitrile BrC=1SC(=C(N1)Br)C(=O)C1=NN(C(=C1)C#N)COCC[Si](C)(C)C